[Si](C)(C)(C(C)(C)C)OC1=C(C=C(C=O)C=C1)OC 4-((Tert-butyldimethylsilyl)oxy)-3-methoxybenzaldehyde